trans-4-(tert-butyl)-1-vinylcyclohexan-1-ol C(C)(C)(C)C1CCC(CC1)(O)C=C